1-(2-((1S,4S)-2,5-diazabicyclo[2.2.1]heptan-2-yl)-7,8-dihydro-1,6-naphthyridin-6(5H)-yl)-2-cyclopentylethan-1-one [C@@H]12N(C[C@@H](NC1)C2)C2=NC=1CCN(CC1C=C2)C(CC2CCCC2)=O